O-(2-cyclopropyl-5-nitrobenzo[d]oxazol-6-yl)-N-trityl-L-serine methyl ester COC([C@@H](NC(C1=CC=CC=C1)(C1=CC=CC=C1)C1=CC=CC=C1)COC1=CC2=C(N=C(O2)C2CC2)C=C1[N+](=O)[O-])=O